1-(3-((4-(3-amino-6-(5-fluoro-2-hydroxyphenyl)pyridazin-4-yl)piperazin-1-yl)methyl)phenyl)dihydropyrimidine-2,4(1H,3H)-dione NC=1N=NC(=CC1N1CCN(CC1)CC=1C=C(C=CC1)N1C(NC(CC1)=O)=O)C1=C(C=CC(=C1)F)O